N-ethyl-N'-(2-fluoro-4-(3-((5-fluoro-2-(trifluoromethyl)benzyl)oxy)oxetan-3-yl)-5-methylphenyl)-N-methylformimidamide C(C)N(C=NC1=C(C=C(C(=C1)C)C1(COC1)OCC1=C(C=CC(=C1)F)C(F)(F)F)F)C